Cl.N[C@H](CCCN\C(\N)=N/[H])C(=O)O Z-D-arginine hydrochloride